[Cl-].[Cl-].C(CCCCCCC\C=C/CCCCCCCC)(=O)OCC[NH2+]CC[NH2+]CCOC(CCCCCCC\C=C/CCCCCCCC)=O N,N'-bis{2-[(9Z)-octadec-9-enoyloxy]Ethyl}ethane-1,2-diaminium bisChloride